O1C(CCCC1)COC1=NN=C(S1)N 5-((tetrahydro-2H-pyran-2-yl)methoxy)-1,3,4-thiadiazol-2-amine